Cl[Sn](C1=CC=CC=C1)(C1=CC=CC=C1)Cl Dichlorodiphenylstannane